1-(2,3,8,8-tetramethyl-1,2,3,4,5,6,7,8-octahydronaphthalene-2-yl)ethane-1-one CC1(CC=2C(CCCC2CC1C)(C)C)C(C)=O